CC1=NC(=NC(=N1)OC)NC(=O)NS(=O)(=O)C2=C(SC=C2)C(=O)O The molecule is an N-sulfonylurea in which the sulfur atom is attached to a 2-carboxythiophen-3-yl group and in which the non-sulfonated nitrogen is substituted by a 4-methoxy-6-methyl-1,3,5-triazin-2-yl group. The corresponding methyl ester, known as thifensulfuron-methyl, is used as a post-emergence herbicide for the control of grass and broad-leaved weeds. It has a role as a herbicide and an agrochemical. It is a N-sulfonylurea, a member of 1,3,5-triazines and a thiophenecarboxylic acid.